O1C(=NC2=C1C=CC=C2)C=2SC(=C(C2O)O)C=2OC1=C(N2)C=CC=C1 2,5-bis(benzoxazol-2-yl)thiophene-3,4-diol